7-chloro-2-(2-pyrimidin-2-ylpyrimidin-5-yl)-3,4-dihydro-1H-isoquinoline ClC1=CC=C2CCN(CC2=C1)C=1C=NC(=NC1)C1=NC=CC=N1